(S)-3-chloro-N-(1-((1-cyanocyclopropyl)amino)-3-(6-(4-methyl-2-oxopiperazin-1-yl)benzo[d]oxazol-2-yl)-1-oxopropan-2-yl)benzamide ClC=1C=C(C(=O)N[C@H](C(=O)NC2(CC2)C#N)CC=2OC3=C(N2)C=CC(=C3)N3C(CN(CC3)C)=O)C=CC1